(6S)-5-(2-methyl-tetrahydrofuran-2-carbonyl)-N-((S)-3-oxo-1-((S)-2-oxopyrrolidin-3-yl)-4-(trifluoromethoxy)butan-2-yl)-5-azaspiro[2.4]-heptane-6-carboxamide CC1(OCCC1)C(=O)N1CC2(CC2)C[C@H]1C(=O)N[C@@H](C[C@H]1C(NCC1)=O)C(COC(F)(F)F)=O